ClC=1C(=NC=CC1C1=C2CCC[C@@H](C2=CC=C1)NC1=NC(=C(C=C1C(F)(F)F)CNC)OC)C1=CC(=C(C=C1)CNC)OC (S)-N-(5-(3-chloro-2-(3-methoxy-4-((methylamino)methyl)phenyl)pyridin-4-yl)-1,2,3,4-tetrahydronaphthalen-1-yl)-6-methoxy-5-((methylamino)methyl)-3-(trifluoromethyl)pyridin-2-amine